C(C1=CC=CC=C1)OC1=NC(=CC=C1C1=CC(=C(C=C1)N1CCC(CC1)C1=C(C(=C(C=C1)Cl)F)F)F)OCC1=CC=CC=C1 2,6-Bis(benzyloxy)-3-(4-(4-(4-chloro-2,3-difluorophenyl)piperidin-1-yl)-3-fluorophenyl)pyridine